(2Z)-{5-[(tert-butoxycarbonyl)amino]-1,2,4-thiadiazol-3-yl}({[1-(tert-butoxycarbonyl)cyclopropyl]oxy}imino)acetic acid C(C)(C)(C)OC(=O)NC1=NC(=NS1)/C(/C(=O)O)=N/OC1(CC1)C(=O)OC(C)(C)C